Cl.CN1N=C(C=C1)N1N(C=CC1)N1CC=2N=CN=C(C2C1)N1CCOCC1 4-(6-(2-(1-methyl-1H-pyrazol-3-yl)-1H-pyrazol-1-yl)-6,7-dihydro-5H-pyrrolo[3,4-d]pyrimidin-4-yl)morpholine hydrochloride